Cl.C(N)=N formimidamide hydrochloride